P(=S)(SC(C)C)(OC(C)C)[O-].[Cu+2].C(C)(C)SP(=S)(OC(C)C)[O-] copper di(isopropyl) dithiophosphate